C(C1=CC=CC=C1)C=1C=CC2=C(N=C(S2)N)C1C1=C(C=C(C=C1C)C)C benzyl-4-mesitylbenzothiazol-2-amine